(E)-1-((1s,2s)-2,4-dimethylcyclohex-3-en-1-yl)-2-methylpent-1-en-3-one C[C@H]1[C@H](CCC(=C1)C)\C=C(\C(CC)=O)/C